The molecule is a pentacyclic triterpenoid that is the diester obtained by the condensation of the hydroxy groups of 2alpha-hydroxymaprounic acid with p-hydroxybenzoic acid. Isolated from Maprounea africana, it exhibits inhibitory activity against HIV-1 reverse transcriptase. It has a role as a metabolite and a HIV-1 reverse transcriptase inhibitor. It is a benzoate ester and a pentacyclic triterpenoid. It derives from a 4-hydroxybenzoic acid and a maprounic acid. C[C@@]12CC[C@@H]3[C@@]([C@H]1CC[C@@]4(C2=CC[C@@]5([C@H]4CC(CC5)(C)C)C(=O)O)C)(C[C@H]([C@@H](C3(C)C)OC(=O)C6=CC=C(C=C6)O)OC(=O)C7=CC=C(C=C7)O)C